ClC=1C=C(C=CC1Cl)NC(=O)N1[C@@H]2CC=3C(=CNC(C3)=O)[C@H]1CC2 (6S,9R)-N-(3,4-dichlorophenyl)-3-oxo-3,5,6,7,8,9-hexahydro-2H-6,9-epiminocyclohepta[c]pyridine-10-carboxamide